BrC=1C=C(C2=C(C(=CO2)CBr)C1)Cl 5-bromo-3-(bromomethyl)-7-chlorobenzofuran